Cl.N[C@H](C(=O)NC1=C(C=C2C=NN(C2=C1)C=1C=C(C=CC1)C)F)CO (S)-2-amino-N-(5-fluoro-1-(m-tolyl)-1H-indazol-6-yl)-3-hydroxypropanamide hydrochloride